[Mo](O)(O)(O)O.[Ga].[Cr].C1=CC=CC=2C3=CC=CC=C3N(C12)C1=CC=C(C=C1)C1=CC=C(C=C1)N1C2=CC=CC=C2C=2C=CC=CC12 4,4'-bis(9H-carbazole-9-yl)biphenyl chromium gallium molybdenum hydroxide